4-((3,5-difluoro-4-((5-(trifluoromethyl)pyridin-3-yl)oxy)benzyl)oxy)-1-methyl-6-morpholinopyrimidin-2(1H)-one FC=1C=C(COC2=NC(N(C(=C2)N2CCOCC2)C)=O)C=C(C1OC=1C=NC=C(C1)C(F)(F)F)F